N-benzyl-N-(4'-methylbenzenesulfonyl)phenylacetylamine C(C1=CC=CC=C1)N(S(=O)(=O)C1=CC=C(C=C1)C)C(CC1=CC=CC=C1)=O